2-(2-ethyl-4-methyl-thiazol-5-yl)-N-[2-(1H-indol-3-yl)ethyl]-7,8-dihydro-6H-pyrimido[5,4-b][1,4]oxazin-1-amine C(C)C=1SC(=C(N1)C)C1N=CC=2OCCNC2N1NCCC1=CNC2=CC=CC=C12